ethyl 2-(diethoxyphosphoryl)butanoate C(C)OP(=O)(OCC)C(C(=O)OCC)CC